CC1C(CC1)C(CNC(OC(C)(C)C)=O)=O rac-tert-butyl [2-(2-methylcyclobutyl)-2-oxoethyl]carbamate